COC=1C=NC=CC1S(=O)(=NC1=CC=C(C=C1)CC1=NOC(=N1)C(F)(F)F)C (3-methoxypyridin-4-yl)(methyl)((4-((5-(trifluoromethyl)-1,2,4-oxadiazol-3-yl)methyl)phenyl)imino)-λ6-sulfanone